tert-butyl 4-(4,4,5,5-tetramethyl-1,3,2-dioxaborolan-2-yl)-3,6-dihydropyridine-1(2H)carboxylate CC1(OB(OC1(C)C)C=1CCN(CC1)C(=O)OC(C)(C)C)C